CC1CC=2C(=NC=CC2N2CCN(CC2)C(=O)OC(C)(C)C)N1 tert-butyl 4-(2-methyl-2,3-dihydro-1H-pyrrolo[2,3-b]pyridin-4-yl)piperazine-1-carboxylate